6-[(3S)-Isoxazolidin-3-yl]pyrazine-2-carbonitrile TFA salt Tert-butyl-(3S)-3-(6-cyanopyrazin-2-yl)isoxazolidine-2-carboxylate C(C)(C)(C)OC(=O)N1OCC[C@H]1C1=NC(=CN=C1)C#N.OC(=O)C(F)(F)F.O1N[C@@H](CC1)C1=CN=CC(=N1)C#N